N-[3-chloro-4-[4-(4-hydroxypyrrolidine-3-carbonyl)piperazine-1-carbonyl]phenyl]-5-[2,3-difluoro-4-(fluoromethoxy)phenyl]-1-methyl-imidazole-2-carboxamide formate C(=O)O.ClC=1C=C(C=CC1C(=O)N1CCN(CC1)C(=O)C1CNCC1O)NC(=O)C=1N(C(=CN1)C1=C(C(=C(C=C1)OCF)F)F)C